bromo-2,3,5-trifluorobenzene BrC1=C(C(=CC(=C1)F)F)F